(3S,5R,8S)-5-Isopropenyl-3,8-dimethyl-3,4,5,6,7,8-hexahydro-1(2H)-azulenone C(=C)(C)[C@H]1CC=2[C@H](CC(C2[C@H](CC1)C)=O)C